Cl.N[C@@H](C)C1=NC(=NN1C=1SC(=CN1)C#N)C1CC1 2-{5-[(1S)-1-aminoethyl]-3-cyclopropyl-1H-1,2,4-triazol-1-yl}-1,3-thiazole-5-carbonitrile hydrochloride